COC1=CC=C(C2=CC=CC=C12)C1=NC(=NC(=N1)C(Cl)(Cl)Cl)C(Cl)(Cl)Cl 2-(4-methoxy-naphth-1-yl)-4,6-bis(trichloromethyl)-s-triazine